N1(C=NC=C1)CCCNC(CC(C(=O)OC(CCCCCCCC)CCCCCCCC)CSCCC(OCCCCCCCCCCCCC)=O)=O heptadecan-9-yl 4-((3-(1H-imidazol-1-yl)propyl)amino)-4-oxo-2-(((3-oxo-3-(tridecyloxy)propyl)thio)methyl)butanoate